COC=1C=C2C(=CC=NC2=CC1OC)N1CCC(CC1)C(C#N)CC 2-(1-(6,7-dimethoxyquinolin-4-yl)piperidin-4-yl)butanenitrile